2-((2s,4s)-2-(aminomethyl)-5-chloro-2-phenyl-2,3-dihydrobenzofuran-4-yl)-3-fluoro-4-((R)-2-hydroxypropoxy)benzamide NC[C@@]1(OC2=C(C1)C(=C(C=C2)Cl)C2=C(C(=O)N)C=CC(=C2F)OC[C@@H](C)O)C2=CC=CC=C2